N-(tert-butyl)acetamide bis-trifluoroacetic acid salt FC(C(=O)O)(F)F.FC(C(=O)O)(F)F.C(C)(C)(C)NC(C)=O